C(C(C)(C)C)(=O)[O-] neopentanoate